N-(4-amino-2-methylbutan-2-yl)-4-((3-(4-(difluoromethoxy)-2,3-difluorophenyl)imidazo[1,2-a]pyrazin-8-yl)amino)-2-ethylbenzamide hydrochloride Cl.NCCC(C)(C)NC(C1=C(C=C(C=C1)NC=1C=2N(C=CN1)C(=CN2)C2=C(C(=C(C=C2)OC(F)F)F)F)CC)=O